C(C)(C)(C)OC(=O)C=1C(=CC(N(C1)C1CCN(CC1)C(=O)OC(C)(C)C)=O)C(=O)O 5-(tert-butoxycarbonyl)-1-(1-(tert-butoxycarbonyl)piperidin-4-yl)-2-oxo-1,2-dihydropyridine-4-carboxylic acid